C(CCCCCCCCCCCCC)(=O)OCC(OC(CCCCCCCCCCCCC)=O)COP(=O)([O-])OCC[N+](C)(C)C 1,2-dimyristoyl-glycero-3-phosphocholine